OC1C(CCC1)N1C(C=C(C2=C1N=C(N=C2)S(=O)(=O)C)C#C[Si](C(C)C)(C(C)C)C(C)C)=O 8-(2-hydroxycyclopentyl)-2-(methylsulfonyl)-5-((triisopropylsilyl)ethynyl)pyrido[2,3-d]pyrimidin-7(8H)-one